CCCCCCCC(CC)OCCOC(C(=C)C)=O.C1(=CC(=CC=C1)N1C(C=CC1=O)=O)N1C(C=CC1=O)=O N,N'-m-phenylenedimaleimide decan-8-yloxyethyl-methacrylate